3-((1R,3R)-1-(2-chloro-6-fluoro-3-(2-((3-fluoropropyl)amino)ethoxy)phenyl)-3-methyl-1,3,4,9-tetrahydro-2H-pyrido[3,4-b]indol-2-yl)-2,2-dimethylpropanoic acid ClC1=C(C(=CC=C1OCCNCCCF)F)[C@H]1N([C@@H](CC2=C1NC1=CC=CC=C21)C)CC(C(=O)O)(C)C